FC=1C=C2C(=C(NC2=CC1)C(=O)OCC(C)C)C=1N=NN(C1)CC1CCN(CC1)CCNS(=O)(=O)C1=CC=C(C=C1)OC(C)C isobutyl 5-fluoro-3-(1-((1-(2-((4-isopropoxyphenyl)sulfonamido)ethyl)piperidin-4-yl)methyl)-1H-1,2,3-triazol-4-yl)-1H-indole-2-carboxylate